bis(4'-hydroxy-3',5'-dibromophenyl) sulfone OC1=C(C=C(C=C1Br)S(=O)(=O)C1=CC(=C(C(=C1)Br)O)Br)Br